N1=CC(=CC=C1)C=1C=NC2=CC=CN=C2C1 3-(pyridin-3-yl)-1,5-naphthyridine